(S)-5-((6-((1,3-dimethyl-1H-pyrazol-5-yl)amino)-1-methyl-1H-pyrazolo[3,4-d]pyrimidin-3-yl)amino)-6-methyl-N-(2-(2-methylpyrrolidin-1-yl)ethyl)nicotinamide CN1N=C(C=C1NC1=NC=C2C(=N1)N(N=C2NC=2C(=NC=C(C(=O)NCCN1[C@H](CCC1)C)C2)C)C)C